6-(cyclopropylmethoxy)-N-[(2S)-1-{[fluoro(dideuteromethyl)methyl]oxy}-4-methylpent-2-yl]-5-(3-methoxyazetidin-1-yl)pyridine-2-carboxamide C1(CC1)COC1=C(C=CC(=N1)C(=O)N[C@H](COC(C([2H])[2H])F)CC(C)C)N1CC(C1)OC